[N+](=O)([O-])C1=CC=CC(=N1)N 6-nitropyridine-2-amine